C1(=CC=CC=C1)C1=C(C(=C(C2=C1OC1=C2C=CC=C1)C1=NN=NC(=C1C1=NC2=C(C(=C1C)C)C=1C=CC=CC1C2)C2=C(C=CC=C2)C2=CC=CC=C2)C2=CC=CC=C2)C2=NC1=C(C(=C2C)C)C=2C=CC=CC2C1 (phenyl)(dimethylindenopyridyl)(phenyl)[(biphenylyl)(dimethylindenopyridyl)triazineyl]dibenzofuran